1,3,5-tris(3-mercaptobutyryloxy)1,3,5-triazine-2,4,6(1H)-trione SC(CC(=O)ON1C(N(C(N(C1=O)OC(CC(C)S)=O)=O)OC(CC(C)S)=O)=O)C